benzothienyl-L-alanine S1C(=CC2=C1C=CC=C2)N[C@@H](C)C(=O)O